FCCN1C=C(C=C1)C(=O)OC methyl 1-(2-fluoroethyl)-1H-pyrrole-3-carboxylate